COCC1=CC=C(C=C1)C=1C(=CC(N(C1)C)=O)C=1C2=C(C(N(C1)C)=O)NC(=C2)C=2C=NN(C2)C(F)(F)F 4-(5-(4-(methoxymethyl)phenyl)-1-methyl-2-oxo-1,2-dihydropyridin-4-yl)-6-methyl-2-(1-(trifluoromethyl)-1H-pyrazol-4-yl)-1,6-dihydro-7H-pyrrolo[2,3-c]pyridin-7-one